tert-butyl (S)-4-((R)-4-chloro-2'-(((S)-1-methylindolin-2-yl)methoxy)-2,3,5',8'-tetrahydro-6'H-spiro[indene-1,7'-quinazolin]-4'-yl)-2-(cyanomethyl)piperazine-1-carboxylate ClC1=C2CC[C@@]3(CCC=4C(=NC(=NC4C3)OC[C@H]3N(C4=CC=CC=C4C3)C)N3C[C@@H](N(CC3)C(=O)OC(C)(C)C)CC#N)C2=CC=C1